4,6-dichloro-N-trideuteromethylpyridazine-3-carboxamide ClC1=C(N=NC(=C1)Cl)C(=O)NC([2H])([2H])[2H]